NC=1C(=NC(=C(N1)N1N=CC=C1C)C1=CC(=NC(=C1)C)C)C(=O)NCC1=C(C=CC=C1)OC 3-amino-6-(2,6-dimethylpyridin-4-yl)-N-(2-methoxybenzyl)-5-(5-methyl-1H-pyrazol-1-yl)pyrazine-2-carboxamide